C(C)(=O)C1=C(C=C(C=C1)Cl)C1=CC(N(C=C1OC)[C@H](C(=O)NC1=CC=C(C(=O)O)C=C1)CC1=CC(=CC=C1)C#N)=O (S)-4-(2-(4-(2-acetyl-5-chlorophenyl)-5-methoxy-2-oxopyridin-1(2H)-yl)-3-(3-cyanophenyl)propionylamino)benzoic acid